NCCCC[C@@H](C(=O)NC1=CC=C(C=C1)N1CCOCC1)NS(=O)(=O)C1=CC=C(C=C1)C (S)-6-amino-2-(4-methylphenyl-sulphonamido)-N-(4-morpholinophenyl)hexanamide